COC[C@H](C(=O)N(C)C)OC1=CC=C2C(=CC(OC2=C1)=O)C1=C(C=CC=C1)C (R)-3-methoxy-N,N-dimethyl-2-((2-oxo-4-(o-tolyl)-2H-chromen-7-yl)oxy)propanamide